C(C)(C)(C)OC(=O)N1CCC(CC1)C(NC1=CC(=CC=C1)F)=O.Cl.FC=1C=C(C=CC1)NC(=O)C1CCNCC1 N-(3-fluorophenyl)piperidin-4-carboxamide hydrochloride Tert-butyl-4-((3-fluorophenyl)carbamoyl)piperidin-1-carboxylate